O1COC2=C1C=CC(=C2)N(C(=O)C=2C=C(C=CC2)N2N=C(C=C2C(=O)O)C)C 2-[3-[1,3-benzodioxol-5-yl(methyl)carbamoyl]phenyl]-5-methyl-pyrazole-3-carboxylic acid